4-chloro-3-(N-(2-(piperidin-1-yl)-5-(trifluoromethyl)phenyl)sulfamoyl)benzoic acid ClC1=C(C=C(C(=O)O)C=C1)S(NC1=C(C=CC(=C1)C(F)(F)F)N1CCCCC1)(=O)=O